(3R)-3-(4-chlorophenyl)-2-[(5-chloropyrimidin-2-yl)methyl]-4-fluoro-6-[1-hydroxy-1-(piperidin-4-yl)propyl]-3-[(3S)-oxocyclopent-3-yloxy]-2,3-dihydro-1H-isoindol-1-one ClC1=CC=C(C=C1)[C@@]1(N(C(C2=CC(=CC(=C12)F)C(CC)(C1CCNCC1)O)=O)CC1=NC=C(C=N1)Cl)O[C@@H]1CC(CC1)=O